(2R,4R)-N-[2-(cyclohexylamino)-2-oxo-1-(3-pyridyl)ethyl]-N-(4-cyclopropyl-2-fluoro-phenyl)-4-hydroxypyrrolidine-2-carboxamide C1(CCCCC1)NC(C(C=1C=NC=CC1)N(C(=O)[C@@H]1NC[C@@H](C1)O)C1=C(C=C(C=C1)C1CC1)F)=O